2-hydroxy-[1,1'-biphenyl]-3-carbaldehyde OC1=C(C=CC=C1C=O)C1=CC=CC=C1